O=C1NC(CCC1N1C(C2=CC=CC(=C2C1=O)N1CCC(CC1)OC1=CC=C(C=C1)C(C)(C)C1=CC=C(OCC2=NC(=NC=C2)NS(=O)(=O)C)C=C1)=O)=O N-(4-((4-(2-(4-((1-(2-(2,6-dioxopiperidin-3-yl)-1,3-dioxoisoindolin-4-yl)piperidin-4-yl)oxy)phenyl)propan-2-yl)phenoxy)methyl)pyrimidin-2-yl)methanesulfonamide